ClC1=NC(=NC(=C1C(F)(F)F)C1=C(C(=CC=C1C)C(F)(F)F)C)N 4-Chloro-6-[2,6-dimethyl-3-(trifluoromethyl)phenyl]-5-(trifluoromethyl)pyrimidin-2-amine